1-(4-(5-(4-fluorophenyl)-2H-tetrazol-2-yl)piperidin-1-yl)-2-(3-methylisoxazol-4-yl)ethan-1-one FC1=CC=C(C=C1)C=1N=NN(N1)C1CCN(CC1)C(CC=1C(=NOC1)C)=O